ClC1=C(C(=CC(=C1)C#CC1=CC=CC=C1)F)N1C=2N(C(C1=O)(C)C)C=CN2 1-(2-chloro-6-fluoro-4-(phenylethynyl)phenyl)-3,3-dimethyl-1H-imidazo[1,2-a]imidazol-2(3H)-one